FC1(C[C@H](CCC1)[C@@H](C=1N=C2N(N=C(C=C2)CC2C(NC[C@@H](C2)C(F)(F)F)=O)C1)NC(OCC1=CC=CC=C1)=O)F benzyl ((1S)-((S)-3,3-difluorocyclohexyl)(6-(((5R)-2-oxo-5-(trifluoromethyl)piperidin-3-yl)methyl)imidazo[1,2-b]pyridazin-2-yl)methyl)carbamate